BrC1=C(N=C2N1C=1N=CC(=CC1CC2)F)C2CCN(CC2)C(=O)OC(C)(C)C tert-butyl 4-(9-bromo-3-fluoro-5,6-dihydroimidazo[1,2-a][1,8]naphthyridin-8-yl)piperidine-1-carboxylate